(R)-N-(2-(((1-(5-cyano-4-methylpyridin-2-yl)-1H-pyrazol-4-yl)methyl)amino)-1-(4-methyl-1-oxo-1,3-dihydroisobenzofuran-5-yl)ethyl)methanesulfonamide C(#N)C=1C(=CC(=NC1)N1N=CC(=C1)CNC[C@@H](C=1C(=C2COC(C2=CC1)=O)C)NS(=O)(=O)C)C